[2'-((3-(9H-carbazol-9-yl)-2-hydroxy-5-methylphenyl)(2-methoxyethyl)amino)-3-(9H-carbazol-9-yl)-5-methyl-[1,1'-biphenyl]-2-ol] hafnium [Hf].C1=CC=CC=2C3=CC=CC=C3N(C12)C=1C(=C(C=C(C1)C)N(C1=C(C=CC=C1)C=1C(=C(C=C(C1)C)N1C2=CC=CC=C2C=2C=CC=CC12)O)CCOC)O